CC(C)(C)[NH2+]CC(=O)NC1=CC(=C2C[C@H]3C[C@H]4[C@@H](C(=O)C(=C([C@]4(C(=O)C3=C(C2=C1O)O)O)[O-])C(=O)N)[NH+](C)C)N(C)C The molecule is an ammonium ion that is the conjugate acid of tigecycline; major species at pH 7.3. It is a conjugate acid of a tigecycline.